(S)-4-cyclopentyl-6-((5-oxopyrrolidin-2-yl)methoxy)pyrido[3,4-g]isoquinolin-1(2H)-one C1(CCCC1)C1=CNC(C2=CC=3C=CN=C(C3C=C21)OC[C@H]2NC(CC2)=O)=O